(R)-2-(1,1-difluoroethyl)-5-(4-(4-methylpyrazolo[1,5-a]pyridin-2-yl)-1,4,6,7-tetrahydro-5H-imidazo[4,5-c]pyridin-5-yl)-1,3,4-oxadiazole FC(C)(F)C=1OC(=NN1)N1[C@H](C2=C(CC1)NC=N2)C2=NN1C(C(=CC=C1)C)=C2